C(#N)C1=CC(=C(COC2=CC=CC(=N2)C2(CN(CC2)CC2=NC3=C(N2C[C@H]2OCC2)C=C(C=C3)C(=O)OC)C)C=C1)F Methyl 2-((3-(6-((4-cyano-2-fluorobenzyl)oxy)pyridin-2-yl)-3-methylpyrrolidin-1-yl)methyl)-1-((S)-oxetan-2-ylmethyl)-1H-benzo[d]imidazole-6-carboxylate